ClC1=CC=C(C=C1)C1=C(CCC(C1)(C)C)CN1[C@@H]2CN([C@H](C1)C2)CC=2C=C1CN(C(C1=CC2)=O)C2CNCCC2 3-(5-(((1S,4S)-5-((4'-chloro-5,5-dimethyl-3,4,5,6-tetrahydro-[1,1'-biphenyl]-2-yl)methyl)-2,5-diazabicyclo[2.2.1]heptan-2-yl)methyl)-1-oxoisoindolin-2-yl)piperidine